FC=1C=C(C)C=CC1 m-Fluorotoluene